1,3-bis(4-carbamimidoyl-2-fluoro-phenoxymethyl)-2-fluorobenzene dihydrochloride Cl.Cl.C(N)(=N)C1=CC(=C(OCC2=C(C(=CC=C2)COC2=C(C=C(C=C2)C(N)=N)F)F)C=C1)F